4-[4-[3-ethyl-4-(3-pyrazol-1-ylphenyl)phenyl]-5-methyl-1H-pyrazol-3-yl]pyridine C(C)C=1C=C(C=CC1C1=CC(=CC=C1)N1N=CC=C1)C=1C(=NNC1C)C1=CC=NC=C1